2-(5-bromothiophen-2-yl)ethane-1-amine hydrochloride Cl.BrC1=CC=C(S1)CCN